N1=C(C=CC=C1)C1=CC=C2C=NC(=NN21)N[C@H]2[C@@H](COCC2)O (3S,4R)-4-((7-(pyridin-2-yl)pyrrolo[2,1-f][1,2,4]triazin-2-yl)amino)tetrahydro-2H-pyran-3-ol